(+/-)-trans-3-fluoro-4-((3-(methylcarbamoyl)-7-(trifluoromethyl)thieno[3,2-b]pyridin-5-yl)oxy)piperidine-1-carboxylic acid tert-butyl ester C(C)(C)(C)OC(=O)N1C[C@H]([C@@H](CC1)OC1=CC(=C2C(=N1)C(=CS2)C(NC)=O)C(F)(F)F)F |r|